FC1=C(C=CC=C1)NC(C)C=1C=C(C=C2C(N(C(=NC12)N1CCOCC1)C)=O)C 8-(1-((2-fluorophenyl)amino)ethyl)-3,6-dimethyl-2-morpholinoquinazolin-4(3H)-one